FC1=CC=C(CSCC[C@H](N)C(=O)O)C=C1 S-p-fluorobenzyl-L-homocysteine